(1R,3R)-3-hydroxycyclobutyl-4-(isopropylamino)-6-(1H-pyrazol-4-yl)-1,5-naphthyridine-3-carboxamide OC1CC(C1)C1=NC2=CC=C(N=C2C(=C1C(=O)N)NC(C)C)C=1C=NNC1